5-chlorobenzo[b]thiophene-3-carbaldehyde ClC1=CC2=C(SC=C2C=O)C=C1